ClC1=C(C=CC(=C1)Cl)C1=CC(=NC(=C1C#N)OC)C1=CC=CC=C1 4-(2,4-Dichloro-phenyl)-2-methoxy-6-phenyl-nicotinonitrile